CO[C@@H]1CC[C@H](CC1)NC1=NN2C(C=N1)=C(C=C2)C2=CC=1C(=NC=CN1)N=C2 N-(trans-4-methoxycyclohexyl)-5-(pyrido[2,3-b]pyrazin-7-yl)pyrrolo[2,1-f][1,2,4]triazin-2-amine